(2-((2R,3S,4R,5S,6R)-6-(4-(3-(hex-5-yn-1-yl)ureido)benzyl)-3,4,5-trihydroxytetrahydro-2H-pyran-2-yl)ethyl)phosphonic acid C(CCCC#C)NC(NC1=CC=C(C[C@@H]2[C@H]([C@H]([C@@H]([C@H](O2)CCP(O)(O)=O)O)O)O)C=C1)=O